tert-butyl (3-(2-amino-1-hydroxy-2-oxoethyl)tetrahydrofuran-3-yl)carbamate NC(C(O)C1(COCC1)NC(OC(C)(C)C)=O)=O